L-VALINAT N[C@@H](C(C)C)C(=O)[O-]